m-cresyl borate B(OC1=CC(=CC=C1)C)([O-])[O-]